N1C(=CC2=CC=CC=C12)C(=O)N1CC=2N(CC1)N=CC2C(=O)N(C2(CC2)C2OCC(CO2)N)C 5-(1H-indole-2-carbonyl)-N-methyl-N-{1-[(2r,5r)-5-amino-1,3-dioxan-2-yl]cyclopropyl}-4H,5H,6H,7H-pyrazolo[1,5-a]pyrazine-3-carboxamide